5-chloro-1-(4-(5-(difluoromethyl)-1,3,4-oxadiazole-2-yl)benzyl)-3-(1-(oxetan-3-yl)piperidine-4-yl)-1,3-dihydro-2H-benzo[d]imidazole-2-one ClC1=CC2=C(N(C(N2C2CCN(CC2)C2COC2)=O)CC2=CC=C(C=C2)C=2OC(=NN2)C(F)F)C=C1